2-isocyanatooxymethyl-2-(3-isocyanatooxypropyl)-6-isocyanatomethylbicyclo-[2.2.1]-heptane N(=C=O)OCC1(C2C(CC(C1)C2)CN=C=O)CCCON=C=O